C(C1=CC=CC=C1)=NCCC[Si](OC)(OC)OC N-benzylidene-3-(trimethoxysilyl)propane-1-amine